OC1=CC2=C(C(CC(O2)=O)=CN2CCOCC2)C=C1 7-hydroxy-4-(morpholinomethylene)-2H-benzopyran-2-one